3-[(4-methylcyclohexanecarbonyl)-propan-2-ylamino]-5-phenylthiophene-2-carboxylic acid CC1CCC(CC1)C(=O)N(C1=C(SC(=C1)C1=CC=CC=C1)C(=O)O)C(C)C